(E)-3-[4-(Methoxymethoxy)phenyl]-1-[2-methoxy-4-(oxan-2-yloxy)phenyl]prop-2-en-1-one COCOC1=CC=C(C=C1)/C=C/C(=O)C1=C(C=C(C=C1)OC1OCCCC1)OC